C1CC1 (1e,1'e,1''e)-cyclopropan